3-[2-[2-[2-(2-Aminoethoxy)-ethoxy]-ethoxy]-ethoxy]-propionic acid NCCOCCOCCOCCOCCC(=O)O